OC=1C(=CC(=C2C=CC=NC12)[N+](=O)[O-])C(NC(CCCC)=O)C=1C=NC(=NC1)C1=CC=CC=C1 N-[(8-hydroxy-5-nitroquinolin-7-yl)(2-phenylpyrimidin-5-yl)methyl]pentanamide